OCCNC1=CC=CC=C1 N-2-hydroxyethyl-aniline